CS(=O)(=O)O.F[Sc](F)F trifluoroscandium methanesulfonate